C(C=C)C1=C(C2=C(C3=C(N=C(N(C3=O)CC3=CN=CO3)C3=C(C=C(C=C3)OC)C3CC3)S2)C=C1)O 7-allyl-2-(2-cyclopropyl-4-methoxyphenyl)-8-hydroxy-3-(oxazol-5-ylmethyl)benzo[4,5]thieno[2,3-d]pyrimidin-4(3H)-one